tert-butyl (1-((4-chloro-2-methoxy-5-(1-methylcyclopropyl) phenyl) ethynyl)cyclopropyl)carbamate ClC1=CC(=C(C=C1C1(CC1)C)C#CC1(CC1)NC(OC(C)(C)C)=O)OC